OC1=CC2=C(C(/C(/O2)=C/C2=CC(=C(C(=C2)O)O)O)=O)C=C1 (Z)-6-hydroxy-2-(3,4,5-trihydroxybenzylidene)benzofuran-3(2H)-one